C(C=1C(C(=O)OCC(CCCC)CC)=CC=CC1)(=O)OCC(CCCC)CC di-(2-ethylhexyl) phthalate